(1R,2S)-5'-methoxy-2-(3-{[3-methoxy-5-(oxane-4-sulfonyl)pyridin-2-yl]amino}-1H-indazol-6-yl)spiro[cyclopropane-1,3'-indol]-2'(1'H)-one COC=1C=C2[C@]3(C(NC2=CC1)=O)[C@@H](C3)C3=CC=C1C(=NNC1=C3)NC3=NC=C(C=C3OC)S(=O)(=O)C3CCOCC3